tert-butyl 3-((4-(4-Fluorophenyl)-1,2,3,4-tetrahydroquinoxaline-1-carboxamido)methyl)azetidine-1-carboxylate FC1=CC=C(C=C1)N1CCN(C2=CC=CC=C12)C(=O)NCC1CN(C1)C(=O)OC(C)(C)C